tert-butyl 4-(8-methyl-2'-(methylsulfonyl)-3,4,5',6'-tetrahydro-2H-spiro[naphthalene-1,7'-pyrano[2,3-d]pyrimidin]-4'-yl)piperazine-1-carboxylate CC=1C=CC=C2CCCC3(CCC4=C(N=C(N=C4N4CCN(CC4)C(=O)OC(C)(C)C)S(=O)(=O)C)O3)C12